ClC=1C(=NC(=NC1)NC1=C(C=C2CCN(CC2=C1)C)OC)N1CC(C2=CC=CC=C12)S(=O)(=O)C N-(5-chloro-4-(3-(methylsulfonyl)indolin-1-yl)pyrimidin-2-yl)-6-methoxy-2-methyl-1,2,3,4-tetrahydroisoquinolin-7-amine